C(C)(C)(C)OC(CCOCCOCCC(NC1=CC=C(C=C1)CP(=O)(NCCC1=NC=CC=C1)OCC)=O)=O tert-butyl-3-(2-{2-[(4-{[ethoxy({[2-(pyridin-2-yl)ethyl] amino}) phosphoryl]methyl} phenyl)carbamoyl]ethoxy} ethoxy)propanoate